N-(4-(2-chlorophenyl)thiazol-2-yl)-5-(4-hydroxypiperidin-1-yl)picolinamide ClC1=C(C=CC=C1)C=1N=C(SC1)NC(C1=NC=C(C=C1)N1CCC(CC1)O)=O